8-methyl-2-(3-methyl-1-benzofuran-2-yl)-5-[(1S)-1-(4-sulfamoylphenyl)ethoxy]Quinoline-4-carboxylic acid sodium [Na].CC=1C=CC(=C2C(=CC(=NC12)C=1OC2=C(C1C)C=CC=C2)C(=O)O)O[C@@H](C)C2=CC=C(C=C2)S(N)(=O)=O